OC1(C2(C(=C3[C@H](C(C=C3C1=O)(C)C)OC(CCCC(=O)O)=O)C)CC2)C 5-(((3'S)-6'-hydroxy-2',2',4',6'-tetramethyl-7'-oxo-2',3',6',7'-tetrahydrospiro[cyclopropane-1,5'-inden]-3'-yl)oxy)-5-oxopentanoic acid